2-(4-{[(3R)-1-(propan-2-yl)piperidin-3-yl]amino}pyrrolo[1,2-d][1,2,4]triazin-1-yl)-5-(trifluoromethyl)phenol formate salt C(=O)O.CC(C)N1C[C@@H](CCC1)NC1=NN=C(C=2N1C=CC2)C2=C(C=C(C=C2)C(F)(F)F)O